Di-tert-butyl 2-(2-(5,6-dimethoxybenzo[b]thiophen-2-yl)-2-oxoethyl)malonate COC1=CC2=C(SC(=C2)C(CC(C(=O)OC(C)(C)C)C(=O)OC(C)(C)C)=O)C=C1OC